2-(3,5-dibromo-2-pyridylazo)-5-dimethylaminophenol BrC=1C(=NC=C(C1)Br)N=NC1=C(C=C(C=C1)N(C)C)O